8-nitro-2-oxo-3,4-dihydro-1H-quinoline-6-carboxylic acid [N+](=O)([O-])C=1C=C(C=C2CCC(NC12)=O)C(=O)O